4-(2-(((R)-((S)-7-(1-methyl-1H-pyrazol-4-yl)-2,3-dihydro-1H-pyrido[2,3-b][1,4]oxazin-3-yl)(phenyl)methyl)amino)ethyl)benzenesulfonamide CN1N=CC(=C1)C1=CC2=C(O[C@@H](CN2)[C@@H](C2=CC=CC=C2)NCCC2=CC=C(C=C2)S(=O)(=O)N)N=C1